2,4-difluoro-1-isothiocyanato-benzene FC1=C(C=CC(=C1)F)N=C=S